FC(OC=1C=CC(=C(C1)NC(=O)N1C[C@](CC1)(C1=NC=NS1)C1=CC(=C(C=C1)C)F)OC)F (R)-N-(5-(difluoromethoxy)-2-methoxyphenyl)-3-(3-fluoro-4-methylphenyl)-3-(1,2,4-thiadiazol-5-yl)pyrrolidine-1-carboxamide